ClC1=C(NC(=C1Cl)C)C(=O)NC1=C(C=C(C=C1)C(NS(=O)(=O)C)=O)N1CCOCC1 3,4-Dichloro-5-methyl-N-(4-((methylsulfonyl)carbamoyl)-2-morpholinophenyl)-1H-pyrrole-2-carboxamide